(((R)-1-(3-(difluoromethyl)-2-fluorophenyl)ethyl)amino)-3-methyl-7-(piperidin-3-yl)pyrido[3,4-d]pyridazin-4(3H)-one FC(C=1C(=C(C=CC1)[C@@H](C)NC=1C2=C(C(N(N1)C)=O)C=NC(=C2)C2CNCCC2)F)F